C1(CCC1)C1=NC(=NO1)C1=CC=C(C=C1)[C@@H](C)NC1=NC=CN=C1 (R)-N-(1-(4-(5-cyclobutyl-1,2,4-oxadiazol-3-yl)phenyl)ethyl)pyrazin-2-amine